C1C=NC=CC2(C13C1=CC=CC=C1C=C2NCC3)O 6,11b-(epiminoethano)naphtho[1,2-d]azepin-5a(1H)-ol